1-Cyclopropyl-3-(4-(methoxymethyl)benzyl)-1-(piperidin-4-ylmethyl)urea C1(CC1)N(C(=O)NCC1=CC=C(C=C1)COC)CC1CCNCC1